N-(1-cyclopropyl-2-oxo-1,2-dihydropyridin-3-yl)-2-(1-(fluoromethyl)-2-oxabicyclo[2.2.1]heptan-4-yl)-7-isopropoxyimidazo[1,2-a]pyrimidine-6-carboxamide C1(CC1)N1C(C(=CC=C1)NC(=O)C=1C(=NC=2N(C1)C=C(N2)C21COC(CC2)(C1)CF)OC(C)C)=O